6-(methoxymethyloxy)-7-(4,4,5,5-tetramethyl-1,3,2-dioxaborolan-2-yl)-3-(2,2,2-trifluoroethyl)quinazolin-4(3H)-one COCOC=1C=C2C(N(C=NC2=CC1B1OC(C(O1)(C)C)(C)C)CC(F)(F)F)=O